3-(4-chlorophenyl)-1-(2-(p-tolylethynyl)phenyl)prop-2-yn-1-one ClC1=CC=C(C=C1)C#CC(=O)C1=C(C=CC=C1)C#CC1=CC=C(C=C1)C